1,3-diazaspiro[4.5]Decane-2,8-dione N1C(NCC12CCC(CC2)=O)=O